(2-amino-1H-imidazol-4-yl)-alanine NC=1NC=C(N1)N[C@@H](C)C(=O)O